NC=1C=CC(=NC1)C1=C(C(=NO1)C)NC(O[C@H](C)C1=C(C=CC=C1)Cl)=O (R)-1-(2-chlorophenyl)ethyl (5-(5-aminopyridin-2-yl)-3-methylisoxazol-4-yl)carbamate